[Pt].[Ag].[Pd].[Ag] silver-palladium-silver-platinum